C1(CC1)COC=1C=C(C=CC1OC(F)F)N[C@H]1C[C@H](NC1)C(=O)N (2S,4S)-4-((3-(cyclopropylmethoxy)-4-(difluoromethoxy)phenyl)amino)pyrrolidine-2-carboxamide